4,5-dihydro-5,5-diphenylisoxazole-3-formic acid C1(=CC=CC=C1)C1(CC(=NO1)C(=O)O)C1=CC=CC=C1